2-(4-cyanophenoxy)-2-[4-(ethylsulfonyl)phenyl]-N-(4-phenyl(1,3-thiazol-2-yl))acetamide C(#N)C1=CC=C(OC(C(=O)NC=2SC=C(N2)C2=CC=CC=C2)C2=CC=C(C=C2)S(=O)(=O)CC)C=C1